N1N=NC=2CN(CCC21)C(=O)C=2SC=1CN(CCC1N2)C=O [2-(1,4,6,7-tetrahydrotriazolo[4,5-c]pyridine-5-carbonyl)-6,7-dihydro-4H-[1,3]thiazolo[5,4-c]pyridin-5-yl]methanone